C1(CCCC1)(OCCC#N)OCCC#N 3,3'-(cyclopentane-1,1-diylbis(oxy))dipropionitrile